N-(4,4-difluorocyclohexyl)-6-(1-ethoxyvinyl)-2-(4-methylthiazol-2-yl)pyrimidin-4-amine FC1(CCC(CC1)NC1=NC(=NC(=C1)C(=C)OCC)C=1SC=C(N1)C)F